4,5-diethyl-2-isopropenyl-2-oxazoline C(C)C1N=C(OC1CC)C(=C)C